BrC1=CC(=NN1CC)C(F)(F)F 5-bromo-1-ethyl-3-(trifluoromethyl)pyrazole